tert-Butyl 4-(((2-chloro-5-nitropyrimidin-4-yl)amino)methyl)piperidine-1-carboxylate ClC1=NC=C(C(=N1)NCC1CCN(CC1)C(=O)OC(C)(C)C)[N+](=O)[O-]